COC1=CC=C(C=C1)C1O[C@H]([C@@](O1)(C)CCCCC=O)C=C 5-((4R,5S)-2-(4-methoxyphenyl)-4-methyl-5-vinyl-1,3-dioxolan-4-yl)pentan-1-one